((2-((tert-butoxycarbonyl)amino)ethyl)sulfonyl)-2-fluoroacetic acid C(C)(C)(C)OC(=O)NCCS(=O)(=O)C(C(=O)O)F